The molecule is a piperazinone that is piperazine-2,5-dione substituted by a hydroxymethyl group at position 3 and a benzyl group at position 6 which in turn is substituted by a prenyloxy group at position 4. It has been isolated from Penicillium chrysogenum. It has a role as a Penicillium metabolite. It is a piperazinone, an aromatic ether, a primary alcohol and a cyclic ketone. CC(=CCOC1=CC=C(C=C1)CC2C(=O)NC(C(=O)N2)CO)C